4-(1-Methyl-1H-Indol-3-yl)-1H-Pyrrol-2,5-dione CN1C=C(C2=CC=CC=C12)C1=CC(NC1=O)=O